8-((3R,4R)-3-ethoxy-4-(3-(trifluoromethyl)phenoxy)piperidin-1-yl)-5-methyl-6-oxo-5,6-dihydro-1,5-naphthyridine-2-carbonitrile C(C)O[C@@H]1CN(CC[C@H]1OC1=CC(=CC=C1)C(F)(F)F)C1=CC(N(C=2C=CC(=NC12)C#N)C)=O